CC1=CC=C(C=C1)C1=CC(=CC=C1)C(=O)O 4'-methyl-[1,1'-biphenyl]-3-carboxylic acid